O1CCC(CC1)C1=CC=2N(N=C1)C(=CN2)C2=CC=C(C(=O)O)C=C2 4-(7-(tetrahydro-2H-pyran-4-yl)imidazo[1,2-b]pyridazin-3-yl)benzoic acid